CN1C(N(C2=C1C(=CC=C2)C#CCOC2CCN(CC2)C(C(F)(F)F)=O)[C@H]2C(NC(CC2)=O)=O)=O (R)-3-(3-methyl-2-oxo-4-(3-((1-(2,2,2-trifluoroacetyl)piperidin-4-yl)oxy)prop-1-yn-1-yl)-2,3-dihydro-1H-benzo[d]imidazol-1-yl)piperidine-2,6-dione